1,3-Dimethylimidazole tetrafluoroborate F[B-](F)(F)F.CN1CN(C=C1)C